FC(COC1=C(C=C(C(=N1)OC)NS(=O)(=O)C1=CN=C2N1CC[C@H](C2)C)F)F (7R)-N-[6-(2,2-difluoroethoxy)-5-fluoro-2-methoxy-3-pyridinyl]-7-methyl-5,6,7,8-tetrahydroimidazo[1,2-a]pyridine-3-sulfonamide